CC1=CC=C(C=C1)S(=O)(=O)O.NC1=CC=C(C(=N1)C#N)N(C)C 6-Amino-3-(dimethylamino)picolinonitrile p-toluenesulfonic acid salt